FC1=CC=C(CN(C(OC(C)(C)C)=O)C2=C(C=CC=C2)I)C=C1 Tert-butyl (4-fluorobenzyl)(2-iodophenyl)carbamate